C(=O)O.N1=CN=C(C2=C1NC=C2)NC2CN(CC1=CC(=CC=C21)F)C(C=C)=O 1-(4-((7H-pyrrolo[2,3-d]pyrimidin-4-yl)amino)-7-fluoro-3,4-dihydroisoquinolin-2(1H)-yl)prop-2-en-1-one formate salt